6-chloro-1-isobutyl-1H-pyrazolo[3,4-d]pyrimidin-4-ol ClC1=NC(=C2C(=N1)N(N=C2)CC(C)C)O